[2-(6-amino-3-pyridyl)-3,3-dimethyl-1,4-dihydroisoquinolin-6-yl]methanol NC1=CC=C(C=N1)N1CC2=CC=C(C=C2CC1(C)C)CO